C1(=CC=C(C=C1)C1=NC(=NC(=C1)C=1C=NC=C(C1)Cl)C1=CC=CC=C1)C1=CC=CC=C1 4-([1,1'-biphenyl]-4-yl)-6-(5-chloropyridin-3-yl)-2-phenylpyrimidine